1-(6-(1-fluorocyclopropyl)-4-nitropyridin-2-yl)ethane-1-one FC1(CC1)C1=CC(=CC(=N1)C(C)=O)[N+](=O)[O-]